(6-amino-5-(3-hydroxy-2,6-dimethylphenyl)-2,3-dimethyl-5H-pyrrolo[2,3-b]pyrazin-7-yl)(3-chloro-6,7-dihydropyrazolo[1,5-a]pyrazin-5(4H)-yl)methanone NC1=C(C=2C(=NC(=C(N2)C)C)N1C1=C(C(=CC=C1C)O)C)C(=O)N1CC=2N(CC1)N=CC2Cl